6-amino-5-(2-chloro-5-fluorobenzoyl)-1-(2,2-difluoroethyl)-3-fluoro-1H-indazole-4-carbonitrile NC=1C(=C(C=2C(=NN(C2C1)CC(F)F)F)C#N)C(C1=C(C=CC(=C1)F)Cl)=O